C(C)OC(=O)C1=C(N(C2=CC=C(C=C12)OC(=O)C)C)C 5-acetoxyl-1,2-dimethyl-indole-3-carboxylic acid ethyl ester